tert-butyl 3'-amino-2'-(4-fluoro-3,5-dimethylphenyl)-6',7'-dihydrospiro[cyclopropane-1,4'-pyrazolo[4,3-c]pyridine]-5'(2'H)-carboxylate NC=1N(N=C2C1C1(N(CC2)C(=O)OC(C)(C)C)CC1)C1=CC(=C(C(=C1)C)F)C